3-hydrazino-5-amino-1H-1,2,4-triazole N(N)C1=NNC(=N1)N